ClC1=CC=C(C(=N1)C1=NNC=C1C)SC 6-chloro-2-(4-methyl-1H-pyrazol-3-yl)-3-(methylthio)pyridine